Cl.Cl.C(=O)(O)[C@@H](CC=1C=C(C=CC1)S(=O)(=O)NC=1C=C(C=CC1)C[C@H](C(=O)O)[C@@H]1CNCC1)[C@@H]1CNCC1 (2S)-3-{3-[(3-{(2S)-2-Carboxy-2-[(3R)-pyrrolidin-3-yl]ethyl}benzene-1-sulfonyl)amino]phenyl}-2-[(3R)-pyrrolidin-3-yl]propanoic acid dihydrochloride